CC(C)(C)[Si](OCCC=1C=CC(=NC1)CCO)(C)C 5-[[[(1,1-dimethylethyl)dimethylsilyl]oxy]ethyl]-2-pyridineethanol